BrCC1=NN2C(C(=NC(=C2)C=2C=C(C#N)C=CC2)NCC2=C(C=C(C=C2)OC)OC)=C1 3-(2-(bromomethyl)-4-(2,4-dimethoxybenzylamino)pyrazolo[1,5-a]pyrazin-6-yl)benzonitrile